C(C)[C@@H]1N(C[C@H](N(C1)C(C)C1=C(C=C(C=C1OC)F)OC)CC)C=1C=2C(N(C(C1)=O)C)=CN(N2)CC#N 2-(7-((2S,5R)-2,5-diethyl-4-(1-(4-fluoro-2,6-dimethoxyphenyl)ethyl)piperazin-1-yl)-4-methyl-5-oxo-4,5-dihydro-2H-pyrazolo[4,3-b]pyridin-2-yl)acetonitrile